(S)-1-(4-Chloro-benzenesulfonyl)-pyrrolidine-2-carboxylic acid (4,4-difluoro-cyclohexyl)-(2,3-dihydro-benzofuran-6-ylmethyl)-amide FC1(CCC(CC1)N(C(=O)[C@H]1N(CCC1)S(=O)(=O)C1=CC=C(C=C1)Cl)CC1=CC2=C(CCO2)C=C1)F